(R)-N-[(2R,3R)-2-(3-methoxy-2-methyl-phenyl)pyrrolidine-3-yl]-2-methyl-propane-2-sulfinamide COC=1C(=C(C=CC1)[C@H]1NCC[C@H]1N[S@](=O)C(C)(C)C)C